FC(C1=CC=NC=C1)(F)F 4-(trifluoromethyl)-pyridine